Cl.O[C@@](C=1C=C(C=NC1)C1=NC(=NO1)C1(CCOCC1)O)(C1(CNC1)C)C1=CC=C(C=C1)C(C)C 4-(5-{5-[(R)-hydroxy-(4-isopropyl-phenyl)-(3-methyl-azetidin-3-yl)-methyl]-pyridin-3-yl}-[1,2,4]Oxadiazol-3-yl)-tetrahydro-pyran-4-ol hydrochloride